B(C1=CC=CC=C1OS(=O)(=O)N(C)C)(O)O 2-(N,N-DIMETHYLSULFAMOYLOXY)PHENYLBORONIC ACID